2-(3-(piperidin-2-yl)pyrrolidin-1-yl)pyrimidin-4-amine N1C(CCCC1)C1CN(CC1)C1=NC=CC(=N1)N